ClC1=CC=C(C=N1)C1=NC2=CC=C3C(=C2C=2CCCCC12)C=NN3 7-(6-chloropyridin-3-yl)-8,9,10,11-tetrahydro-3H-pyrazolo[4,3-a]phenanthridine